BrC=1C=CC(=NC1)C(C(CN1NC(N=C1)C)(O)C1=CC(=CC=C1)F)(F)F 1-(5-bromopyridin-2-yl)-1,1-difluoro-2-(3-fluorophenyl)-3-(3-methyl-2H-1,2,4-triazol-1-yl)propan-2-ol